C(C)OC(=C)C1=CC=C2C(=NN(C2=C1)C)C 6-(1-ethoxyvinyl)-1,3-dimethyl-1H-indazole